S(=O)(=O)([O-])[O-].S(=O)(=O)([O-])[O-].[Na+].[Na+].[Na+].[Na+] sodium bissulfate